C(C1=CC=CC=C1)N1C=CC2=CC=C(C=C12)C1=NNC(=C1)NC(C1=CC(=C(C=C1)NC1CCN(CC1)C)C)=O N-(3-(1-benzyl-1H-indol-6-yl)-1H-pyrazol-5-yl)-3-methyl-4-((1-methylpiperidin-4-yl)amino)benzamide